tert-butyl-3-(2-acetylhydrazine-1-carbonyl)-4-(bis(4-fluorophenyl)methyl)piperazine-1-carboxylate C(C)(C)(C)OC(=O)N1CC(N(CC1)C(C1=CC=C(C=C1)F)C1=CC=C(C=C1)F)C(=O)NNC(C)=O